OC(C#N)C(C)C 2-hydroxy-3-methyl-butanenitrile